O=C1NC=2N(C=C1)N=CC2C(=O)O 5-oxo-4,5-dihydropyrazolo[1,5-a]pyrimidine-3-carboxylic acid